ClC1=CC=C(C=C1)NS(=O)(=O)C1=CC=C(C=C1)Cl N-(4-chlorophenyl)-4-chlorobenzenesulfonamide